C(CCCCC)N1C(C=2C=CC3=C4C2C(C1=O)=CC=C4C=4C=1C2=C(C(N(C(C2=CC4)=O)CCCCCC)=O)C=CC31)=O 2,9-dihexylanthra[2,1,9-def:6,5,10-d'e'f']diisoquinoline-1,3,8,10(2H,9H)tetrone